C(C)(C)(C)NC=1OC(C(=C(N1)C1=CC=C(C=C1)Br)C)=O 2-(tert-butylamino)-5-methyl-4-(p-bromophenyl)-6H-1,3-oxazin-6-one